FC(S(=O)(=O)NC=1C=C(C=CC1)C1(CC1)NC(=O)C=1SC(=CN1)C1=NC(=CN=C1)OCC)F N-[1-[3-(difluoromethanesulfonamido)phenyl]cyclopropyl]-5-(6-ethoxypyrazin-2-yl)-1,3-thiazole-2-carboxamide